(1,3-Dimethyl-azetidin-3-yl)-(6-fluoro-5-pyrrolidin-1-yl-pyridin-3-yl)-(4-trifluoromethoxy-phenyl)-methanol CN1CC(C1)(C)C(O)(C1=CC=C(C=C1)OC(F)(F)F)C=1C=NC(=C(C1)N1CCCC1)F